Cl.C(=C)NC(CNCCC[Si](OC)(OC)OC)CC1=CC=CC=C1 (N-vinylbenzyl-2-aminoethyl)aminopropyl-trimethoxysilane hydrochloride